C(CCCCCCCCCCCCCCC)N1C(=C(C(C=C1)=O)OCC1=CC=C(C=C1)O)C N-hexadecyl-2-methyl-3-(4-hydroxybenzyloxy)-pyridin-4-one